E-2-ethyl-hexyl bromide C(C)C(CBr)CCCC